C[Si](OCC)(OCC)OCC Methyltriethoxy-silan